3-((Benzyloxy)methyl)-6-(2-(5-methoxypyrimidin-2-yl)cyclobutyl)-1-((S)-1-(6-(trifluoromethyl)pyridin-3-yl)ethyl)-1H-pyrazolo[3,4-d]pyrimidin-4(5H)-one C(C1=CC=CC=C1)OCC1=NN(C=2N=C(NC(C21)=O)C2C(CC2)C2=NC=C(C=N2)OC)[C@@H](C)C=2C=NC(=CC2)C(F)(F)F